C(C)(C)(C)OC(=O)N1CCC(CC1)N1C(=NC2=CC=CC(=C2C1=O)Cl)C(C)Br 4-(2-(1-bromoethyl)-5-chloro-4-oxoquinazolin-3(4H)-yl)piperidine-1-carboxylic acid tert-butyl ester